5-Iodo-2-(propan-2-yl)pyrazolo[1,5-a]pyridine-3-carboxylic acid ethyl ester C(C)OC(=O)C=1C(=NN2C1C=C(C=C2)I)C(C)C